((2R,3S,4R,5R)-5-(4-Aminopyrrolo[2,1-f][1,2,4]triazin-7-yl)-5-cyano-3,4-dihydroxytetrahydrofuran-2-yl)methyl (2-(octadecyloxy)ethyl) hydrogen phosphate P(=O)(OC[C@H]1O[C@@]([C@@H]([C@@H]1O)O)(C#N)C1=CC=C2C(=NC=NN21)N)(OCCOCCCCCCCCCCCCCCCCCC)O